CN(S(=O)(=O)C1=CC=C(C=C1)S(=O)(=O)NC1=C(C=CC=C1)N1CCCCC1)C 1-{2-[4-(dimethylsulfamoyl)benzenesulfonamido]phenyl}piperidin